4-(2-chloro-4-morpholinofuro[3,2-d]pyrimidin-6-yl)-N,N,2-trimethyl-1H-imidazole-1-sulfonamide ClC=1N=C(C2=C(N1)C=C(O2)C=2N=C(N(C2)S(=O)(=O)N(C)C)C)N2CCOCC2